C(C=1C(C(=O)OCC2=CC=CC=C2)=CC=CC1)(=O)OCCCC butyl benzyl phthalate